P(=O)(O)(O)O.O1C=CC=C1 furan-phosphate